BrC=1C=C(C=CC1)S(=O)(=O)N1CCN(CC1)C(CSC=1OC(=NN1)C=1C(=NN(C1)C)C(F)F)=O 1-(4-((3-bromophenyl)sulfonyl)piperazin-1-yl)-2-((5-(3-(difluoromethyl)-1-methyl-1H-pyrazol-4-yl)-1,3,4-oxadiazol-2-yl)thio)ethan-1-one